(R)-tert-butyl 7-(2-(2-((1-(tert-butoxycarbonyl)pyrrolidin-3-yl)oxy)ethoxy)ethyl)-3,4-dihydro-1,8-naphthyridine-1(2H)-carboxylate C(C)(C)(C)OC(=O)N1C[C@@H](CC1)OCCOCCC1=CC=C2CCCN(C2=N1)C(=O)OC(C)(C)C